4-hydroxy-6-oxo-7H-thieno[2,3-b]pyridine-5-carbonitrile OC=1C2=C(NC(C1C#N)=O)SC=C2